C1C2N(CCN1C1=CC=CC=3N(C=NC31)C(=O)NCCC(C)C)CCC2 4-(Hexahydropyrrolo[1,2-a]pyrazin-2(1H)-yl)-N-iso-pentyl-1H-benzo[d]imidazole-1-carboxamide